ClC1=C(C(C=O)=C(C=C1)Cl)C=O 3,6-dichlorophthalaldehyde